NC1=C(C(=C2C(=N1)CCO2)C=2CCCN(CC2)C(=O)OC(C)(C)C)F tert-butyl 5-(5-amino-6-fluoro-2,3-dihydrofuro[3,2-b]pyridin-7-yl)-2,3,4,7-tetrahydroazepine-1-carboxylate